5-(4-(3,4-dihydroquinolin-1(2H)-yl)-6-morpholinopyridin-2-yl)pyrimidin-2-amine N1(CCCC2=CC=CC=C12)C1=CC(=NC(=C1)N1CCOCC1)C=1C=NC(=NC1)N